methyl (4-((7-cyano-2-((6',7'-dihydro-5'H-spiro[cyclopropane-1,4'-pyrazolo[1,5-a]pyridin]-2'-yl)amino)-1-methyl-1H-imidazo[4,5-b]pyridin-6-yl)oxy)pyridin-2-yl)carbamate C(#N)C1=C2C(=NC=C1OC1=CC(=NC=C1)NC(OC)=O)N=C(N2C)NC2=NN1C(C3(CCC1)CC3)=C2